3-(2-bromopyridin-4-yl)-1-propylcyclopentane-1-carboxylic acid BrC1=NC=CC(=C1)C1CC(CC1)(C(=O)O)CCC